C(C)(C)(C)OC(=O)N[C@H](C(=O)OC)CC=1SC=C(N1)C1=CC=C2C(=N1)C(=C(N2CC)C=2C(=NC=CC2)[C@H](C)OC)CC(CO)(C)C (2S)-methyl 2-((tert-butoxycarbonyl)amino)-3-(4-(1-ethyl-3-(3-hydroxy-2,2-dimethylpropyl)-2-(2-((S)-1-methoxyethyl)pyridin-3-yl)-1H-pyrrolo[3,2-b]pyridin-5-yl)thiazol-2-yl)propanoate